O(I)I.[Ti] titanium oxyiodide